5-(cyclopent-1-en-1-yl)-3-fluoro-2-nitropyridine C1(=CCCC1)C=1C=C(C(=NC1)[N+](=O)[O-])F